C(C1=CC(O)=C(O)C(O)=C1)(=O)[O-].[Fe+2].C(C1=CC(O)=C(O)C(O)=C1)(=O)[O-] Iron gallate